CCCCCCCC#C nonan-8-yne